BrC1=CC2=C(N(C(N2C)=O)C2C(N(C(CC2)=O)C)=O)C=C1 3-(5-bromo-3-methyl-2-oxo-benzimidazol-1-yl)-1-methyl-piperidine-2,6-dione